methyl 2-(trifluoromethyl)-6,7-dihydro-5H-benzo[c]imidazo[1,2-a]azepine-9-carboxylate FC(C=1N=C2N(CCCC3=C2C=CC(=C3)C(=O)OC)C1)(F)F